FC1=NC=C(C=C1CCNC(=O)C1=NC(=CN=C1)C1=CC=C(C=C1)OC([2H])([2H])[2H])OC N-(2-(2-fluoro-5-methoxypyridin-3-yl)ethyl)-6-(4-(methoxy-d3)phenyl)pyrazine-2-carboxamide